5-(2-methylbenzo[d]thiazol-6-yl)-N-((1-(trifluoromethyl)cyclopropyl)methyl)-7H-pyrrolo[2,3-d]pyrimidin-2-amine CC=1SC2=C(N1)C=CC(=C2)C2=CNC=1N=C(N=CC12)NCC1(CC1)C(F)(F)F